tin ethoxyethoxide C(C)OC([O-])C.[Sn+4].C(C)OC([O-])C.C(C)OC([O-])C.C(C)OC([O-])C